CC=1C(=NN2C1N=CC=C2)C dimethylpyrazolo[1,5-a]pyrimidin